C12CNCC(CC1)N2C(=O)O.FC2(C(C2)C(=O)NC2=NC=C1C=C(C=3N(C1=C2)C=CN3)C=3C=NC(=CC3C)\C(\CC)=N/O)F (Z)-2,2-difluoro-N-(4-(6-(1-(hydroxyimino)propyl)-4-methylpyridin-3-yl)imidazo[1,2-a][1,6]naphthyridin-8-yl)cyclopropane-1-carboxamide 3,8-diazabicyclo[3.2.1]octane-8-carboxylate